[As](O)(=O)(C)C.CO[As](OC)(O)=O Dimethylarsenic acid (Cacodylate)